tungsten(III)-oxide [W+]=O